tin-lead-tin [Sn].[Pb].[Sn]